4,4'-(4,4-difluorobut-3-en-1,2-diyl)bis(3-fluorophenol) FC(=CC(CC1=C(C=C(C=C1)O)F)C1=C(C=C(C=C1)O)F)F